4-[2-(4-amino-piperidin-1-yl)-5-(3-fluoro-4-methoxy-phenyl)-1-methyl-6-oxo-1,6-dihydro-pyrimidin-4-yl]-2-fluorobenzonitrile NC1CCN(CC1)C=1N(C(C(=C(N1)C1=CC(=C(C#N)C=C1)F)C1=CC(=C(C=C1)OC)F)=O)C